benzyl 5-bromo-3,4-dihydro-1H-isoquinoline-2-carboxylate BrC1=C2CCN(CC2=CC=C1)C(=O)OCC1=CC=CC=C1